(4-(methylthio)-3-nitrophenyl)acetamide CSC1=C(C=C(C=C1)CC(=O)N)[N+](=O)[O-]